C(C1=CC=CC=C1)N1CCC(CC1)(C(=O)N)C1=NC=C(C=C1F)Cl 1-benzyl-4-(5-chloro-3-fluoro-2-pyridyl)piperidine-4-carboxamide